CS(=O)(=O)Cl methane-sulfonyl chloride